FC1([C@](C1)(CNC)CO)F (R)-(2,2-difluoro-1-((methylamino)methyl)cyclopropyl)methanol